cis-6-tert-butyl 1-methyl 3-methyl-6-azabicyclo[3.1.1]heptane-1,6-dicarboxylate CC1CC2(N(C(C1)C2)C(=O)OC(C)(C)C)C(=O)OC